Methyl (2-(methyl sulfonyl)ethyl) fumarate C(\C=C\C(=O)OCCS(=O)(=O)C)(=O)OC